4-(1-(3-fluoro-4-(trifluoromethyl)phenyl)cyclobutoxy)-2-methylene-4-oxobutanoic acid FC=1C=C(C=CC1C(F)(F)F)C1(CCC1)OC(CC(C(=O)O)=C)=O